2-[6-[(E)-2-[(tert-butyloxycarbonylamino)methyl]-3-fluoro-allyloxy]-1-oxo-3,4-dihydroisoquinolin-2-yl]acetic acid C(C)(C)(C)OC(=O)NC/C(/COC=1C=C2CCN(C(C2=CC1)=O)CC(=O)O)=C\F